3-oxo-1,2-benzisothiazole-2(3H)-acetate-1,1-dioxide O=C1N(S(C2=C1C=CC=C2)(=O)=O)CC(=O)[O-]